C(C)(=O)C=1C=C(C=CC1)NC(NC=1C=CC2=C(N=C(S2)NS(=O)(=O)C2=CC=C(C=C2)C)C1)=O N-(5-(3-(3-acetylphenyl)ureido)benzo[d]thiazol-2-yl)-4-methylbenzenesulfonamide